tert-butyl 3-(4-(2-hydroxy ethoxy)pyridin-3-yl)azetidine-1-carboxylate OCCOC1=C(C=NC=C1)C1CN(C1)C(=O)OC(C)(C)C